S(=O)(=O)(C1=CC=C(N=NC2=CC=C(N(C)C)C=C2)C=C1)N=[N+]=[N-] DabsylAzide